N-(4-(2-cyanoacetyl)phenyl)acetamide C(#N)CC(=O)C1=CC=C(C=C1)NC(C)=O